[Si](C)(C)(C(C)(C)C)OC(=C)C1=NC=CC=C1F 2-(1-((tert-butyldimethylsilyl)oxy)vinyl)-3-fluoropyridine